N-[(2-hydroxy)phenyl]isonicotinamide OC1=C(C=CC=C1)NC(C1=CC=NC=C1)=O